FC1(CC(C1)CC(=O)N[C@H](C(=O)O)CCN(CCCCC1=NC=2NCCCC2C=C1)C[C@@H](C)OC)F (S)-2-(2-(3,3-difluorocyclobutyl)acetamido)-4-(((R)-2-methoxypropyl)(4-(5,6,7,8-tetrahydro-1,8-naphthyridin-2-yl)butyl)amino)butanoic acid